10-bromo-5-azaphenanthren-6(5H)-one BrC=1C=C2C=CC(NC2=C2C=CC=CC12)=O